2-[(6-hexyl-1-phenyl-1H-1,3-benzodiazol-2-yl)(methyl)amino]acetic acid C(CCCCC)C=1C=CC2=C(N(C(=N2)N(CC(=O)O)C)C2=CC=CC=C2)C1